4-(5-(6-fluoro-1-methyl-1H-[1,2,3]triazolo[4,5-c][2,6]naphthyridin-5-yl)-2,3,4,5-tetrahydrobenzo[b][1,4]oxazepin-9-yl)-2,2-dimethylbut-3-ynenitrile FC1=CN=CC=2C3=C(N=C(C12)N1C2=C(OCCC1)C(=CC=C2)C#CC(C#N)(C)C)N=NN3C